3-(4-phenoxyphenyl)-1-(1-(pyrrolidin-3-yl)piperidin-4-yl)-1H-pyrazolo(3,4-d)pyrimidin-4-amine O(C1=CC=CC=C1)C1=CC=C(C=C1)C1=NN(C2=NC=NC(=C21)N)C2CCN(CC2)C2CNCC2